N[C@@H]1CC=2C=CC(=NC2CC1)OS(=O)(=O)C(F)(F)F (S)-trifluoromethanesulfonic acid 6-amino-5,6,7,8-tetrahydroquinolin-2-yl ester